1,3,5-tris(dimethyl(vinyl)silyl)benzene C[Si](C1=CC(=CC(=C1)[Si](C=C)(C)C)[Si](C=C)(C)C)(C=C)C